3-(4-((2-(tert-butyl)-1H-imidazol-1-yl)methyl)-2-methylphenyl)-5-isobutylthiophene-2-sulfonamide C(C)(C)(C)C=1N(C=CN1)CC1=CC(=C(C=C1)C1=C(SC(=C1)CC(C)C)S(=O)(=O)N)C